1-(5-(4,4-difluoropiperidine-1-carbonyl)pyridin-2-yl)-N,N-dimethyl-1,4,6,7-tetrahydro-5H-pyrazolo[4,3-c]pyridine-5-carboxamide FC1(CCN(CC1)C(=O)C=1C=CC(=NC1)N1N=CC=2CN(CCC21)C(=O)N(C)C)F